1-(4-(4-fluorobenzyloxy)phenyl)ethanone FC1=CC=C(COC2=CC=C(C=C2)C(C)=O)C=C1